Ethyl 2-amino-6-(2-amino-2-oxoethyl)-6-phenyl-4,5,6,7-tetrahydrobenzo[b]thiophene-3-carboxylate NC1=C(C2=C(S1)CC(CC2)(C2=CC=CC=C2)CC(=O)N)C(=O)OCC